2-fluoro-4-(trideuteromethyl)phenol FC1=C(C=CC(=C1)C([2H])([2H])[2H])O